S(N)(OC1C(CCCC1)C)(=O)=O (2-methylcyclohexyl) sulfamate